2-propylmercapto-5-(4-fluorophenyl)-5,6-dihydropyrido[2,3-d]pyrimidine-4,7(3H,8H)-dione C(CC)SC=1NC(C2=C(N1)NC(CC2C2=CC=C(C=C2)F)=O)=O